C(#C)C1=NC=C(C(=C1)C1=NC=2C=CC3=C(C2C=C1)C1=C(S3)C(N[C@@H](CN1)C)=O)C (R)-3-(2-ethynyl-5-methylpyridin-4-yl)-10-methyl-9,10,11,12-tetrahydro-8H-[1,4]diazepino[5',6':4,5]thieno[3,2-f]quinolin-8-one